1-[[2-(difluoro-methoxy)pyridin-4-yl]methyl]-3-[(2r,3aR,6aS)-5,5-difluoro-2,3,3a,4,6,6a-hexahydro-1H-pentalen-2-yl]urea FC(OC1=NC=CC(=C1)CNC(=O)NC1C[C@H]2CC(C[C@H]2C1)(F)F)F